N-[2-chloro-4-(4,4,5,5-tetramethyl-1,3,2-dioxaborolan-2-yl)phenyl]pyridine-2-sulfonamide ClC1=C(C=CC(=C1)B1OC(C(O1)(C)C)(C)C)NS(=O)(=O)C1=NC=CC=C1